FC=1C(=NC=C(C1)F)CC1CC2(CN(C2)C(=O)N2CC3(C2)CC(C3)C3=NC(=NN3)C(F)(F)F)C1 [6-[(3,5-difluoro-2-pyridyl)methyl]-2-azaspiro[3.3]heptan-2-yl]-[6-[3-(trifluoromethyl)-1H-1,2,4-triazol-5-yl]-2-azaspiro[3.3]heptan-2-yl]methanone